C(C)(C)(C)OC(=O)N1C[C@@H](OCC1)COCCCCC=1C(=C2C=NN(C2=CC1Cl)C1OCCCC1)Br.ClCCNC1=C(C=CC(=C1)NC(C1=CC=CC=C1)=O)C1=CC=CC=C1 N-(2-((2-chloroethyl)amino)-[1,1'-biphenyl]-4-yl)benzamide tert-butyl-(2R)-2-((4-(4-bromo-6-chloro-1-(tetrahydro-2H-pyran-2-yl)-1H-indazol-5-yl)butoxy)methyl)morpholine-4-carboxylate